(R)-N-(5,5-Difluoro-1-(3-methyl-6-((4-(trifluoromethoxy)pyridin-2-yl)amino)pyridine-2-Carbonyl)piperidin-3-yl)acetamide FC1(C[C@H](CN(C1)C(=O)C1=NC(=CC=C1C)NC1=NC=CC(=C1)OC(F)(F)F)NC(C)=O)F